C(C)(=O)C1=C(C=C2CC(N3C(C2=C1)=CC(C(=C3)C(=O)O)=O)C(C)C)N3C[C@@H](CC3)OC 10-acetyl-6-isopropyl-9-((R)-3-methoxypyrrolidin-1-yl)-2-oxo-6,7-dihydro-2H-pyrido[2,1-a]isoquinoline-3-carboxylic acid